(S)-6-(1,4-dimethyl-1H-1,2,3-triazol-5-yl)-1-methyl-4-(phenyl-(tetrahydro-2H-pyran-4-yl)methyl)-1,4-dihydropyrazolo[3',4':4,5]Pyrrolo[3,2-b]Pyridine CN1N=NC(=C1C=1C=C2C(=NC1)C1=C(N2[C@@H](C2CCOCC2)C2=CC=CC=C2)C=NN1C)C